N-(4-((6-((1R,4S)-2-azabicyclo[2.2.1]heptan-2-yl)-2-methylpyridin-3-yl)amino)benzyl)-5-oxopyrrolidine-3-carboxamide [C@@H]12N(C[C@@H](CC1)C2)C2=CC=C(C(=N2)C)NC2=CC=C(CNC(=O)C1CNC(C1)=O)C=C2